2-((2S)-1-acryloyl-4-(6-methyl-2-(((S)-1-methylpyrrolidin-2-yl)methoxy)-7-(naphthalen-1-yl)-6,7-dihydro-5H-pyrano[2,3-d]pyrimidin-4-yl)piperazin-2-yl)acetonitrile C(C=C)(=O)N1[C@H](CN(CC1)C=1C2=C(N=C(N1)OC[C@H]1N(CCC1)C)OC(C(C2)C)C2=CC=CC1=CC=CC=C21)CC#N